Trans-N-(3-ethoxycyclobutyl)carbamic acid tert-butyl ester C(C)(C)(C)OC(N[C@@H]1C[C@H](C1)OCC)=O